racemic-2-(chloromethyl-d)-3,5-difluoropyridine Cl[C@@H](C1=NC=C(C=C1F)F)[2H] |r|